diborazane BNB